5-(2-(2-(3,4-dihydro-2H-benzo[b][1,4]oxazin-7-yl)-5-methylpiperidin-1-yl)-2-oxoacetamido)nicotinamide O1C2=C(NCC1)C=CC(=C2)C2N(CC(CC2)C)C(C(=O)NC=2C=NC=C(C(=O)N)C2)=O